1,5-DIMETHYL-1H-INDAZOLE-6-BORONIC ACID CN1N=CC2=CC(=C(C=C12)B(O)O)C